C(C)N(C=1C=CC(=C(C1)O)\C=C\C1=C(C(=NO1)C)[N+](=O)[O-])CC (E)-5-diethylamino-2-(2-(3-methyl-4-nitroisoxazol-5-yl)vinyl)phenol